COC(CC=CCC)=O hex-3-enoic acid methyl ester